7-chloro-1-(phenylsulfonyl)-6-vinyl-1H-indole ClC=1C(=CC=C2C=CN(C12)S(=O)(=O)C1=CC=CC=C1)C=C